O=C1NC(CC[C@@H]1N1C(C2=CC=CC(=C2C1)OCC=1C=CC(=NC1F)SC1CCN(CC1)C1=C(C=C(C#N)C=C1)F)=O)=O (S)-4-(4-((5-(((2-(2,6-dioxopiperidin-3-yl)-1-oxoisoindolin-4-yl)oxy)methyl)-6-fluoropyridin-2-yl)thio)piperidin-1-yl)-3-fluorobenzonitrile